1-((2-hydroxyethyl)sulfonyl)-N-(6-oxo-1-(4,4,4-trifluorobutyl)-1,6-dihydropyridazin-3-yl)-6-(6-azaspiro[2.5]octan-6-yl)indoline-5-carboxamide OCCS(=O)(=O)N1CCC2=CC(=C(C=C12)N1CCC2(CC2)CC1)C(=O)NC1=NN(C(C=C1)=O)CCCC(F)(F)F